[Pd].C1(=CC=CC=C1)P(C1=CC=CC=C1)C1=CC=CC=C1 (trisphenylphosphine) palladium